FC1=NC(=CC(=C1)NC1=CC=C(C(=N1)C(=O)NC(C(C)C)C)OC)F 6-[(2,6-difluoro-4-pyridinyl)amino]-N-(1,2-dimethylpropyl)-3-methoxy-pyridine-2-carboxamide